(S)-1-(2-chloro-5-iodopyridin-4-yl)piperidin-3-carboxamide ClC1=NC=C(C(=C1)N1C[C@H](CCC1)C(=O)N)I